(S)-1-(1-acryloylpyrrolidin-3-yl)-3-((1-ethyl-6,7-difluoro-1H-benzo[d]imidazol-5-yl)ethynyl)-5-(methylamino)-1H-pyrazole-4-carboxamide C(C=C)(=O)N1C[C@H](CC1)N1N=C(C(=C1NC)C(=O)N)C#CC1=CC2=C(N(C=N2)CC)C(=C1F)F